C(C)(=O)NC1=CC=C(CC[C@@H]2O[C@@H](C(C([C@@]2(C(=O)OC)CC)=O)=C)C)C=C1 |r| (±)-methyl (2S,3R,6R)-2-(4-acetamidophenethyl)-3-ethyl-6-methyl-5-methylene-4-oxotetrahydro-2H-pyran-3-carboxylate